4-bromo-2-methyl-1H-pyrazol-5-one BrC1=CN(NC1=O)C